1,2,4-triazole ammonium salt [NH4+].N1N=CN=C1